tert-butyl 3-[4-[2-(2-fluoroethyl)pyrazol-3-yl]phenyl]azetidine-1-carboxylate FCCN1N=CC=C1C1=CC=C(C=C1)C1CN(C1)C(=O)OC(C)(C)C